C(C=C)(=O)OCC(CC)CC 2-ethylbutyl acrylate